4-(octyloxy)-N-(4-(octyloxy)phenyl)-N-(4-(4,4,5,5-tetramethyl-1,3,2-dioxaborolan-2-yl)phenyl)aniline C(CCCCCCC)OC1=CC=C(N(C2=CC=C(C=C2)B2OC(C(O2)(C)C)(C)C)C2=CC=C(C=C2)OCCCCCCCC)C=C1